pentaenoic Acid CCC=CC(=O)O